OCC(CCOC1=CC=C(C=C1)C1=CC=C(C=C1)/C=C/C(=O)OC1=C(C=C(C=C1)O)C)CO (4-hydroxy-2-methyl-phenyl) (E)-3-[4-[4-[4-hydroxy-3-(hydroxymethyl)butoxy]phenyl]phenyl]prop-2-enoate